BrC=1C=NN2C1NC(C=C2)=O 3-bromopyrazolo[1,5-a]pyrimidin-5(4H)-one